COC1=C(C(=CC=C1)OC)OC 1,2,3-Trimethoxybenzene